BrC=1C=C2C(=NC(=NN2C1)Cl)N(C(OC(C)(C)C)=O)CC1=C(C=CC=C1)F tert-butyl (6-bromo-2-chloropyrrolo[2,1-f][1,2,4]triazin-4-yl)(2-fluorobenzyl)carbamate